tert-Butyl 4-(4-{5-hydroxy-3-methylimidazo[1,2-a]pyridin-7-yl}-5-methyl-1,2,3-triazol-1-yl)piperidine-1-carboxylate OC1=CC(=CC=2N1C(=CN2)C)C=2N=NN(C2C)C2CCN(CC2)C(=O)OC(C)(C)C